2,4,6-trimethoxyborazine COB1NB(NB(N1)OC)OC